C(#N)[C@@H](C[C@H]1C(NCCC1)=O)NC(=O)[C@H]1N(C[C@H]2[C@@H]1CC(C2)(F)F)C(=O)C=2NC1=CC(=CC(=C1C2)C(F)F)F (1S,3aR,6aS)-N-((R)-1-cyano-2-((S)-2-oxopiperidin-3-yl)ethyl)-2-(4-(difluoromethyl)-6-fluoro-1H-indole-2-carbonyl)-5,5-difluorooctahydrocyclopenta[c]pyrrole-1-carboxamide